FC1=C(C(=CC=C1)C)N1N=C(C(=CC1=O)O)C(=O)N 1-(2-fluoro-6-methylphenyl)-4-hydroxy-6-oxo-1,6-dihydropyridazine-3-carboxamide